6-bromohexyl 4,4-bis(((E)-hept-2-en-1-yl)oxy)butanoate C(\C=C\CCCC)OC(CCC(=O)OCCCCCCBr)OC\C=C\CCCC